ClC1=C(C=C(C=C1)F)C1C2=C(NC(N1)=O)NC=C2NC(C2=CC(=CC(=C2)C(F)(F)F)F)=O N-(4-(2-chloro-5-fluorophenyl)-2-oxo-2,3,4,7-tetrahydro-1H-pyrrolo[2,3-d]pyrimidin-5-yl)-3-fluoro-5-(trifluoromethyl)benzamide